4-cyclopropyl-1-(2,6-dichloro-4-(trifluoromethyl)phenyl)-6-hydroxy-1H-pyrazolo[3,4-b]pyridine-3-carbonitrile C1(CC1)C1=C2C(=NC(=C1)O)N(N=C2C#N)C2=C(C=C(C=C2Cl)C(F)(F)F)Cl